NCCCC(CCNC1=CC=NC2=CC(=CC=C12)Cl)NC 1-(3-aminopropyl)-N3-(7-chloroquinolin-4-yl)-N1-methylpropane-1,3-diamine